FC(C1=CC=C(C=C1)C1(CN=CC(=C1)C1=NOC=N1)C=O)(F)F 3-(4-(trifluoromethyl)phenyl)(5-(1,2,4-oxadiazolyl)(3-pyridinyl))methanone